N[C@H]1CCC2=C(C(=C(S2)NC(=O)C2CC23CC3)C(=O)OCC)C1 Ethyl (5S)-5-amino-2-(spiro[2.2]pentane-2-carbonylamino)-4,5,6,7-tetrahydrobenzothiophene-3-carboxylate